4-methyl-6-((7-(4-methyl-3-(pyrrolidin-3-ylamino)-6-(trifluoromethyl)pyridin-2-yl)thieno[3,2-b]pyridin-2-yl)methyl)-4,6-diazaspiro[2.4]heptane-5,7-dione dihydrochloride Cl.Cl.CN1C2(CC2)C(N(C1=O)CC1=CC2=NC=CC(=C2S1)C1=NC(=CC(=C1NC1CNCC1)C)C(F)(F)F)=O